C1(=C(C=CC=C1)S(=O)(=O)C1=CC=C(C=C1)NC(OC1=CC=CC=C1)=O)C1=CC=CC=C1 phenyl (4-([1,1'-biphenyl]-2-ylsulfonyl)phenyl)carbamate